2-(1-((2-aminothiazol-5-yl)methyl)piperidin-4-ylidene)-N-(4-methoxybenzyl)acetamide NC=1SC(=CN1)CN1CCC(CC1)=CC(=O)NCC1=CC=C(C=C1)OC